(3R)-7-((2S,5R)-4-acryloyl-2,5-dimethylpiperazin-1-yl)-9-chloro-10-(2,4-difluorophenyl)-3-(3-(methyl(oxetan-3-yl)amino)propyl)-2,3-dihydro-5H-[1,4]oxazino[2,3,4-ij]quinazolin-5-one C(C=C)(=O)N1C[C@@H](N(C[C@H]1C)C1=NC(N2C3=C(C(=C(C=C13)Cl)C1=C(C=C(C=C1)F)F)OC[C@H]2CCCN(C2COC2)C)=O)C